Agmatine Nitrate [N+](=O)(O)[O-].NC(NCCCCN)=N